C(C)SC(C=O)SCC 2,2-BIS(ETHYLTHIO)ACETALDEHYDE